[Br-].[Br-].C(CCC[N+]1=CC(=C(C=C1)\C=C\C1=CC=C(C=C1)N(CC)CC)C)[N+]1=CC(=C(C=C1)\C=C\C1=CC=C(C=C1)N(CC)CC)C 1,1'-(butane-1,4-diyl)bis{4-[(E)-4-(diethylamino)styryl]-3-methylpyridin-1-ium} dibromide